methyl (4S,7S,9aR)-4-((tert-butoxycarbonyl) amino)-5-oxooctahydro-1H-pyrrolo[1,2-a][1,4]diazepine-7-carboxylate C(C)(C)(C)OC(=O)N[C@H]1CNC[C@@H]2N(C1=O)[C@@H](CC2)C(=O)OC